CN(C(=O)C1=CC=C(C=N1)C1=CNC2=NC=C(C=C21)C=2C=C1CCOCC1=C(C2)[C@H]2N(CCC2)C(=O)[O-])C (S)-2-(6-(3-(6-(dimethylcarbamoyl)pyridin-3-yl)-1H-pyrrolo[2,3-b]pyridin-5-yl) Isochroman-8-yl)pyrrolidine-1-carboxylate